C(CCC)(=O)OCC(OC(CCC)=O)COC(CCC)=O glycerol tributyrate